(S)-oxetan-2-ylmethylformazan O1[C@@H](CC1)CN=NC=NN